3,3-dichloropentane ClC(CC)(CC)Cl